ClC=1C(=NC2=CC(=C(N=C2C1N[C@H](C)C1=NC=CC=C1)C=1C=NC(=CC1)P(=O)(C)C)F)C 3-chloro-6-[6-(dimethylphosphoryl)pyridin-3-yl]-7-fluoro-2-methyl-N-[(1R)-1-(pyridin-2-yl)ethyl]-1,5-naphthyridin-4-amine